Methyl-(5S)-3-oxo-2-{[6-(trifluoromethyl)pyridin-3-yl]methyl}-2,5,6,7-tetrahydro-3H-pyrrolo[2,1-c][1,2,4]triazol-5-carboxylat COC(=O)[C@@H]1CCC2=NN(C(N21)=O)CC=2C=NC(=CC2)C(F)(F)F